6-(4-chlorophenyl)-3-(1-hydroxybut-2-yl)-8-(pyridin-3-yl)pyrido[3,4-d]pyrimidin-4(3H)-one ClC1=CC=C(C=C1)C1=CC2=C(N=CN(C2=O)C(CO)CC)C(=N1)C=1C=NC=CC1